4-((3,8-dimethyl-2,3-dihydro-1H-pyrido[2,3-b][1,4]oxazin-7-yl)amino)-N-(4-(4-(2-hydroxyethyl)piperazin-1-yl)phenyl)-2-oxo-1,2-dihydropyridine-3-carboxamide CC1CNC2=C(O1)N=CC(=C2C)NC2=C(C(NC=C2)=O)C(=O)NC2=CC=C(C=C2)N2CCN(CC2)CCO